[Cl-].[Cl-].C[Si](=[Zr+2](C1C(=CC2=CC(=CC=C12)C(C)(C)C)C(C)C)C1C(=CC2=CC(=CC=C12)C(C)(C)C)C(C)C)C Dimethylsilylene-bis(2-isopropyl-5-tert-butyl-indenyl)zirconium dichloride